dioxasilinane O1O[SiH2]CCC1